tert-butyl (R,E)-3-(4-(3-(4-(dimethylamino)but-2-enamido)phenyl)-N-(1-methyl-1H-pyrrolo[2,3-c]pyridin-7-yl)piperidine-1-carboxamido)piperidine-1-carboxylate CN(C/C=C/C(=O)NC=1C=C(C=CC1)C1CCN(CC1)C(=O)N(C=1N=CC=C2C1N(C=C2)C)[C@H]2CN(CCC2)C(=O)OC(C)(C)C)C